5-(Aminomethyl)-N-(4-((4-(4-cyano-6-methylpyrimidin-2-yl)piperazin-1-yl)sulfonyl)phenyl)-2-(N-methylmethylsulfonamido)benzamide NCC=1C=CC(=C(C(=O)NC2=CC=C(C=C2)S(=O)(=O)N2CCN(CC2)C2=NC(=CC(=N2)C#N)C)C1)N(S(=O)(=O)C)C